O[C@@H](CN1C(CCC1)=O)C 1-[(2R)-2-hydroxypropyl]Pyrrolidin-2-one